4-{5-[(1S,2S)-2-fluorocyclopropyl]-1,2,4-oxadiazol-3-yl}-N-[2-(4-isopropylpiperazin-1-yl)-6-methoxyphenyl]-4-methylpiperidine-1-carboxamide F[C@@H]1[C@@H](C1)C1=NC(=NO1)C1(CCN(CC1)C(=O)NC1=C(C=CC=C1OC)N1CCN(CC1)C(C)C)C